C(#N)C1=C(OC2=CC=C3N=CC(=NC3=C2)C2CC3(C2)CCN(CC3)C(=O)OC(C)(C)C)C(=CC=C1F)F tertbutyl 2-[7-(2-cyano-3,6-difluoro-phenoxy)quinoxalin-2-yl]-7-azaspiro[3.5]nonane-7-carboxylate